NC=1C=C(C(=CC1C(C)(C)C)C(C)(C)C)O 3-amino-4,6-di-tert-butylphenol